Cl.Cl.N(=NCC(C)NC)CC(C)NC azobis(2-methylaminopropane) dihydrochloride